4-[4-(benzylamino)-6-fluoro-1-(4-fluorophenyl)-2-(2-methoxy-1,1-dimethyl-ethyl)indol-3-yl]benzoate C(C1=CC=CC=C1)NC1=C2C(=C(N(C2=CC(=C1)F)C1=CC=C(C=C1)F)C(COC)(C)C)C1=CC=C(C(=O)[O-])C=C1